C(C)OC(=O)C=1N=C2N(C=NC=C2Br)C1 8-bromoimidazo[1,2-c]Pyrimidine-2-carboxylic acid ethyl ester